N-(4-((4-((2-(2,6-dioxopiperidin-3-yl)-6-fluoro-1-oxoisoindolin-5-yl)methyl)piperazin-1-yl)methyl)-3-(trifluoromethyl)phenyl)-3-(imidazo[1,2-b]pyridazin-3-ylethynyl)-4-methylbenzamide O=C1NC(CCC1N1C(C2=CC(=C(C=C2C1)CN1CCN(CC1)CC1=C(C=C(C=C1)NC(C1=CC(=C(C=C1)C)C#CC1=CN=C2N1N=CC=C2)=O)C(F)(F)F)F)=O)=O